BrC1=C(C2=NC=C(C=C2N1C(=O)OC(C)(C)C)C1=CC(=NC(=C1)C)C)C tert-butyl 2-bromo-6-(2,6-dimethylpyridin-4-yl)-3-methyl-1H-pyrrolo[3,2-b]pyridine-1-carboxylate